5-Bromo-7-((2-(trimethylsilyl)ethoxy)methyl)-7H-pyrrolo[2,3-d]pyrimidine BrC1=CN(C=2N=CN=CC21)COCC[Si](C)(C)C